N-[5-[2-methyl-4-(4-piperidyloxymethyl)pyrazol-3-yl]pyrazolo[1,5-a]pyridin-2-yl]cyclopropanecarboxamide CN1N=CC(=C1C1=CC=2N(C=C1)N=C(C2)NC(=O)C2CC2)COC2CCNCC2